The molecule is a 2,3-trans-enoyl(4-) obtained by deprotonation of the phosphate and diphosphate OH groups of (2E,11Z,14Z,17Z,20Z)-hexacosapentaenoyl-CoA; major species at pH 7.3. It is a conjugate base of a (2E,11Z,14Z,17Z,20Z)-hexacosapentaenoyl-CoA. CCCCC/C=C\\C/C=C\\C/C=C\\C/C=C\\CCCCCCC/C=C/C(=O)SCCNC(=O)CCNC(=O)[C@@H](C(C)(C)COP(=O)([O-])OP(=O)([O-])OC[C@@H]1[C@H]([C@H]([C@@H](O1)N2C=NC3=C(N=CN=C32)N)O)OP(=O)([O-])[O-])O